ClC1=CNC=2N=C(N=C(C21)NC)NC2=CC=C(C1=C2OCCO1)C(=O)N1CCC(CC1)N1CCOCC1 (8-((5-chloro-4-(methylamino)-7H-pyrrolo[2,3-d]pyrimidin-2-yl)amino)-2,3-dihydrobenzo[b][1,4]dioxin-5-yl)(4-morpholinopiperidin-1-yl)methanone